FC(OC1CNCC1)(F)F 3-(trifluoromethoxy)pyrrolidin